1-[4-[1-[(3R)-3-(Tetrazol-1-yl)pyrrolidine-1-carbonyl]azetidin-3-yl]phenyl]cyclopropanecarbonitrile N1(N=NN=C1)[C@H]1CN(CC1)C(=O)N1CC(C1)C1=CC=C(C=C1)C1(CC1)C#N